4-(7-((3-(1-oxa-8-azaspiro[4.5]decan-8-yl)propyl)amino)thieno[3,2-b]pyridin-5-yl)-N,N-diethylbenzamide dihydrochloride Cl.Cl.O1CCCC12CCN(CC2)CCCNC2=C1C(=NC(=C2)C2=CC=C(C(=O)N(CC)CC)C=C2)C=CS1